2-(4-fluoro-1H-pyrazol-1-yl)pyrimidin-5-amine FC=1C=NN(C1)C1=NC=C(C=N1)N